CN(CC(=O)OCCCN(CC(CCCCCCCCCC)O)CC(CCCCCCCCCC)O)CC(=O)OCCCN(CC(CCCCCCCCCC)O)CC(CCCCCCCCCC)O bis(3-(bis(2-hydroxydodecyl)amino)propyl) 2,2'-(methylazanediyl)diacetate